(1s,4s)-4-(2-(tetrahydro-2H-pyran-4-ylamino)-8-(2,3,4-trichlorophenylamino)-9H-purin-9-yl)cyclohexanecarboxamide Aluminium Nitrat [N+](=O)([O-])[O-].[Al+3].O1CCC(CC1)NC1=NC=C2N=C(N(C2=N1)C1CCC(CC1)C(=O)N)NC1=C(C(=C(C=C1)Cl)Cl)Cl.[N+](=O)([O-])[O-].[N+](=O)([O-])[O-]